hydroxyepoxyeicosatrienoic acid C(CCCCCCC=CC=CC1=C(O1)O)CCCCCCC(=O)O